ClC1=CC=C(C(=O)NC2=CC=C(C=C2)S(=O)(=O)Cl)C=C1 4-(4-chlorobenzamido)benzene-1-sulfonyl chloride